C(C)(CC)C1=C(C(=CC=C1)C(C)CC)O 2,6-di-sec-butylphenol